[Fe].[Ta].[Co] cobalt-tantalum-iron